[Si](C)(C)(C(C)(C)C)OCC(=O)Cl 2-((tert-butyldimethylsilyl)oxy)acetyl chloride